ClC1=CC(=C(C=C1)N(C=1C=NC=C(C1C)CC1=C(C(=NC=C1)NS(=O)(=O)S(NC)(=O)=O)F)C)F N-(4-chloro-2-fluorophenyl)-5-({3-fluoro-2-[(methylsulfamoylsulfonyl)amino]pyridin-4-yl}methyl)-N,4-dimethylpyridin-3-amine